[Sn]=O.[In].[Zn] Zinc-Indium-Tin Oxide